COC1=CC=C(C=C1)C1=NN=C(S1)NC(=O)NC1=C(C=CC=C1)C 1-(5-(4-methoxyphenyl)-1,3,4-thiadiazol-2-yl)-3-(o-tolyl)urea